tert-butyl ((6-((2-((tert-butyl(methyl)amino)methyl)-6-fluorobenzyl)amino)-2-methylpyridin-3-yl)sulfonyl)(thiazol-4-yl)carbamate C(C)(C)(C)N(C)CC1=C(CNC2=CC=C(C(=N2)C)S(=O)(=O)N(C(OC(C)(C)C)=O)C=2N=CSC2)C(=CC=C1)F